C1(CC1)C1=CC(=C(C=C1F)NC1=NC(=NC=N1)NC=1C(=CC(=C(C1)NC(C=C)=O)N1[C@@H]2[C@H](CC1)CN(C2)C)OC)C(C)(C)O N-(5-(4-(4-cyclopropyl-5-fluoro-2-(2-hydroxypropan-2-yl)phenylamino)-1,3,5-triazin-2-ylamino)-4-methoxy-2-((3aR,6aR)-5-methylhexahydropyrrolo[3,4-b]pyrrol-1(2H)-yl)phenyl)acrylamide